5-(hydroxymethyl)oxazolidin OCC1CNCO1